N-(1-ethynylcyclopropyl)-2-fluorobenzamide C(#C)C1(CC1)NC(C1=C(C=CC=C1)F)=O